FC1=C(OC2=CC=C(CN3C(C(=C(CC3)O)C(=O)NCC(=O)O)=O)C=C2)C=CC=C1 N-({1-[4-(2-fluorophenoxy)benzyl]-4-hydroxy-2-oxo-1,2,5,6-tetrahydro-3-pyridinyl}carbonyl)glycine